N1C=NC=2C=NCCC21 6,7-dihydro-1H-imidazo[4,5-c]pyridin